(5S,8R)-N-(2,4-dichlorobenzyl)-5-fluoro-8-hydroxy-8-(hydroxymethyl)-5,6,7,8-tetrahydroquinoline-5-carboxamide ClC1=C(CNC(=O)[C@]2(C=3C=CC=NC3[C@](CC2)(CO)O)F)C=CC(=C1)Cl